The molecule is an epoxy(hydroxy)icosatrienoic acid consisting of (5Z,8Z,11Z)-icosa-5,9,14-trienoic acid having additional (13R)-hydroxy- and (14S,15S)-epoxy groups. It derives from a (5Z,8Z,11Z)-icosatrienoic acid. It is a conjugate acid of a (13R)-hydroxy-(14S,15S)-epoxyicosa-(5Z,8Z,11Z)-trienoate. CCCCC[C@H]1[C@@H](O1)[C@@H](/C=C\\C/C=C\\C/C=C\\CCCC(=O)O)O